N(C(=N)N)CCCC1=CC=C(C=C1)NC(=O)C=1SC(=CC1)C=1CCN(CC1)C(N)=N 5-(1-carbamimidoyl-1,2,3,6-tetrahydro-pyridin-4-yl)-thiophene-2-carboxylic acid [4-(3-guanidino-propyl)-phenyl]-amide